4-(4-(2-(4,4-Difluoropiperidin-1-yl)-6-methylpyrimidin-4-yl)-1H-pyrazol-1-yl)-3-(6-azaspiro[2.5]octan-6-yl)aniline FC1(CCN(CC1)C1=NC(=CC(=N1)C=1C=NN(C1)C1=C(C=C(N)C=C1)N1CCC2(CC2)CC1)C)F